2-[[5-[4-(3-piperazin-1-ylphenyl)-piperazin-1-yl]-2-pyridyl]amino]pyrrolo[2,3-d]pyrimidine-6-carboxamide N1(CCNCC1)C=1C=C(C=CC1)N1CCN(CC1)C=1C=CC(=NC1)NC=1N=CC2=C(N1)N=C(C2)C(=O)N